C1(=CC=CC=C1)N1NC(=CC1C1=C(C=CC(=C1)C(C)(C)C)C(C)(C)C)C=CC1=C(C=CC(=C1)C(C)(C)C)C(C)(C)C 1-phenyl-3-(2,5-di-tert-butyl-styryl)-5-(2,5-di-tert-butyl-phenyl)-pyrazoline